4-(3,4-Dihydro-1H-benzo[4,5]imidazo[2,1-c][1,4]oxazin-1-yl)-5-methylthiophene-2-carbaldehyde C1(OCCN2C1=NC1=C2C=CC=C1)C=1C=C(SC1C)C=O